FC1=CC=C(C=C1)[C@@H]1N(CCC2=CC=CC=C12)C(=O)[C@@H]1OC[C@@H]([C@H](C1)NC(OC(C)(C)C)=O)SC tert-butyl ((2R,4S,5R)-2-((S)-1-(4-fluorophenyl)-1,2,3,4-tetrahydroisoquinoline-2-carbonyl)-5-(methylthio)tetrahydro-2H-pyran-4-yl)carbamate